C(#N)[C@H](C[C@H]1C(NC2(CC2)C1)=O)NC([C@H](CC1(CC1)F)NC([C@H](C(C)(C)C)NC(C(F)(F)F)=O)=O)=O (2S)-N-[(1S)-2-[[(1S)-1-cyano-2-[(6R)-5-oxo-4-azaspiro[2.4]heptan-6-yl]ethyl]amino]-1-[(1-fluorocyclopropyl)methyl]-2-oxo-ethyl]-3,3-dimethyl-2-[(2,2,2-trifluoroacetyl)amino]butanamide